OC=1C=C(C=CC1[Si](C)(C)C)NC(=O)C1=CNC2=CC=CC=C2C1=O N-(3-Hydroxy-4-(trimethylsilyl)phenyl)-4-oxo-1,4-dihydroquinoline-3-carboxamide